C(C)OCC1=CC2=C(N=C(N=C2)S(=O)(=O)C)N(C1=O)C 6-(Ethoxymethyl)-8-methyl-2-(methylsulfonyl)pyrido[2,3-d]pyrimidin-7(8H)-one